FC1=CC=C(C=C1)NC(N)=O 3-(4-fluoro-phenyl)-urea